ClC1=CC(=NC(=C1)NC1=CC(=CC=C1)F)C(=O)NC1CC2=CC=C(C=C2C1)C#N 4-Chloro-N-(5-cyano-2,3-dihydro-1H-inden-2-yl)-6-((3-fluorophenyl)amino)picolinamide